C(C)OC1=CC=C(C=C1)C=1C=CC(=NC1)C1=NC2=CC=C(C=C2C(=C1)C(=O)O)F 2-(5-(4-ethoxyphenyl)pyridin-2-yl)-6-fluoroquinoline-4-carboxylic acid